(3-methyl-2-oxo-1-(tetrahydro-2H-pyran-4-yl)-2,3-dihydro-1H-imidazo[4,5-c]pyridin-6-yl)(7-methylquinoxalin-6-yl)carbamic chloride CN1C(N(C2=C1C=NC(=C2)N(C(=O)Cl)C=2C=C1N=CC=NC1=CC2C)C2CCOCC2)=O